FC1(CCC(CC1)[C@H](NC(=O)C1CC12CC(C2)(F)F)C=2N=C1N(N=C(C=C1)CC1C(NC[C@@H](C1)C(F)(F)F)=O)C2)F N-((1S)-(4,4-difluorocyclohexyl)(6-(((5R)-2-oxo-5-(trifluoromethyl)piperidin-3-yl)methyl)imidazo[1,2-b]pyridazin-2-yl)methyl)-5,5-difluorospiro[2.3]hexane-1-carboxamide